4-(((3R,4R)-3-(4-(1H-tetrazol-5-yl)phenyl)-1-(2,2,2-trifluoroethyl)piperidin-4-yl)methyl)-5,7-dimethyl-1H-indole N1N=NN=C1C1=CC=C(C=C1)[C@@H]1CN(CC[C@H]1CC1=C2C=CNC2=C(C=C1C)C)CC(F)(F)F